ClC=1C=C(C=CC1C)O 3-Chloro-4-methyl-phenol